C(C)OC1=CC=C(C=N1)C1=CN=CC(=N1)C(=O)NO[C@@H](C)C1=C(C=CC(=C1)OC)F (S)-6-(6-ethoxypyridin-3-yl)-N-(1-(2-fluoro-5-methoxyphenyl)ethoxy)pyrazine-2-carboxamide